7-(Difluoro-methoxy)-8-(6-fluoro-1-methylsulfonyl-1H-indol-4-yl)-1,4,4,9-tetramethyl-5H-[1,2,4]triazolo[4,3-a]quinoxaline FC(OC=1C=C2NC(C=3N(C2=C(C1C1=C2C=CN(C2=CC(=C1)F)S(=O)(=O)C)C)C(=NN3)C)(C)C)F